p-azidophenyl (4-nitrophenyl) carbonate C(OC1=CC=C(C=C1)N=[N+]=[N-])(OC1=CC=C(C=C1)[N+](=O)[O-])=O